(2-(4-cyclobutylphenyl)-9-fluoro-2,3,4,5,5a,6,8,9-octahydro-7H-1,2,5,7-tetraazabenzo[cd]azulen-7-yl)prop-2-en-1-one C1(CCC1)C1=CC=C(C=C1)N1N=C2C(CN(CC3C2=C1CCN3)C(C=C)=O)F